4'-(Dimethylamino)-3,4-dihydroxychalcone CN(C1=CC=C(C(/C=C/C2=CC(=C(C=C2)O)O)=O)C=C1)C